N-(4-aminopyridin-2-yl)-N-(4-methylphenyl)acetamide NC1=CC(=NC=C1)N(C(C)=O)C1=CC=C(C=C1)C